Phosphorus (phosphoric acid) P(O)(O)(O)=O.[P]